(E)-1-(2-hydroxybutyl)-3-(3-phenyl-2-styrylquinolin-6-yl)urea OC(CNC(=O)NC=1C=C2C=C(C(=NC2=CC1)\C=C\C1=CC=CC=C1)C1=CC=CC=C1)CC